(3S)-3-({N-[(4-methoxy-1H-indol-2-yl)carbonyl]-L-leucyl}amino)-2-oxo-4-[(3S)-2-oxopyrrolidin-3-yl]butyl 1-methyl-D-prolinate, trifluoroacetate salt FC(C(=O)O)(F)F.CN1[C@H](CCC1)C(=O)OCC([C@H](C[C@H]1C(NCC1)=O)NC([C@@H](NC(=O)C=1NC2=CC=CC(=C2C1)OC)CC(C)C)=O)=O